4,4'-methylenebis(2-(2-methylpent-1-yl)cyclohexylamine) C(C1CC(C(CC1)N)CC(CCC)C)C1CC(C(CC1)N)CC(CCC)C